ClC1=C(C=CC=2C(=CCCCC21)OS(=O)(=O)C(F)(F)F)C(=O)OC methyl 4-chloro-9-(((trifluoromethyl)sulfonyl)oxy)-6,7-dihydro-5H-benzo[7]annulene-3-carboxylate